C(C=C)(=O)OCCCCCCCCCCCCCCCC[SiH2]C(Cl)Cl acryloxyhexadecyldichloromethylsilane